tert-butyl 3-((8-ethoxy-8-oxooctyl)amino)-2-methylbenzoate C(C)OC(CCCCCCCNC=1C(=C(C(=O)OC(C)(C)C)C=CC1)C)=O